FC1=CC=2N(C=C1)C=C(N2)C=O 7-fluoroimidazo[1,2-a]pyridine-2-carbaldehyde